5-(2-((benzyloxy)methyl)-1-(3-fluorobicyclo[1.1.1]pentan-1-yl)-1H-imidazol-4-yl)-3-(trifluoromethyl)pyridin-2-amine C(C1=CC=CC=C1)OCC=1N(C=C(N1)C=1C=C(C(=NC1)N)C(F)(F)F)C12CC(C1)(C2)F